NC=1C=CC2=C(OC=CO2)C1 7-aminobenzo[5,6][1,4]dioxin